ethyl 2-(1-(6-fluoroquinolin-4-yl)piperidin-4-yl)propanoate FC=1C=C2C(=CC=NC2=CC1)N1CCC(CC1)C(C(=O)OCC)C